[N+](=O)([O-])C=1C(=NN(C1)COCC[Si](C)(C)C)C1=NC2=C(N1)C=CC(=C2)CN2CCOCC2 4-((2-(4-Nitro-1-((2-(trimethylsilyl)ethoxy)methyl)-1H-pyrazol-3-yl)-1H-benzo[d]imidazol-5-yl)methyl)morpholine